IC=1C=NN(C1)C1CN(C1)C(=O)OC(C)(C)C tert-butyl 3-(4-iodopyrazol-1-yl)azetidine-1-carboxylate